CC1=C(C(=O)I)C=CC=C1 methylbenzoyl iodide